C(C)(=O)C1=CN(C2=CC=C(C=C12)C=1C=NC(=NC1)C)CC(=O)N1[C@@H](C[C@H](C1)F)C(=O)NCCCCC1=CC=CC=C1 (2S,4R)-1-(2-(3-acetyl-5-(2-methylpyrimidin-5-yl)-1H-indol-1-yl)acetyl)-4-fluoro-N-(4-phenylbutyl)pyrrolidine-2-carboxamide